NCC1(C2CCN(CC12)C=1N(C(C2=C(N1)NN=C2C2=C(C1=CN(N=C1C=C2)C)Cl)=O)C)C2=NOC(=C2)C 6-[7-(aminomethyl)-7-(5-methyl-1,2-oxazol-3-yl)-3-azabicyclo[4.1.0]heptan-3-yl]-3-(4-chloro-2-methylindazol-5-yl)-5-methyl-1H-pyrazolo[3,4-d]pyrimidin-4-one